(5RS,8RS)-5-{[(3R,4S)-3,4-Difluoropyrrolidin-1-yl]carbonyl}-8-methyl-2-{[6-(trifluoromethyl)pyridin-3-yl]methyl}-5,6,7,8-tetrahydro[1,2,4]triazolo[4,3-a]pyridin-3(2H)-one F[C@@H]1CN(C[C@@H]1F)C(=O)[C@H]1CC[C@H](C=2N1C(N(N2)CC=2C=NC(=CC2)C(F)(F)F)=O)C |&1:9,12|